ClC=1C(=CC2=C([C@@H]([C@](O2)(C2=CC=CC=C2)CNC2CCC(CC2)(C)O)C)C1C1=C(C(=O)NC)C=CC(=C1F)OCCO)F 2-((2S,3S,4R)-5-chloro-6-fluoro-2-((((trans)-4-hydroxy-4-methylcyclohexyl)amino)methyl)-3-methyl-2-phenyl-2,3-dihydrobenzofuran-4-yl)-3-fluoro-4-(2-hydroxyethoxy)-N-methylbenzamide